(2R,4S)-2-methyl-1-[3-nitro-5-(trifluoromethyl)-2-pyridyl]piperidin-4-ol C[C@H]1N(CC[C@@H](C1)O)C1=NC=C(C=C1[N+](=O)[O-])C(F)(F)F